C(C)OC=1C=NC(=NC1)N1CCCCC1 1-(5-ethoxypyrimidin-2-yl)piperidin